nitrilotriacetic acid, silicate salt [Si](O)(O)(O)O.N(CC(=O)O)(CC(=O)O)CC(=O)O